OCC1NCCCC1C(=O)N 2-hydroxymethylpiperidine-3-carboxamide